C(C)(C)(C)OC(CCC1=C2C(NC(N(C2=CC(=C1)Cl)C=1C(=NC=CC1)C)=C=O)=C=O)=O 3-(7-chloro-1-(2-methylpyridin-3-yl)-2,4-dicarbonyl-1,2,3,4-tetrahydroquinazolin-5-yl)propionic acid tert-butyl ester